(S)-(5-(2-fluoropropan-2-yl)-1,3,4-oxadiazol-2-yl)(4-(4-fluoropyrazolo[1,5-a]pyridin-2-yl)-6,7-dihydro-1H-imidazo[4,5-c]pyridin-5(4H)-yl)methanone FC(C)(C)C1=NN=C(O1)C(=O)N1[C@@H](C2=C(CC1)NC=N2)C2=NN1C(C(=CC=C1)F)=C2